4-trifluoromethyl-2,2'-dibromo-1,1'-biphenyl FC(C1=CC(=C(C=C1)C1=C(C=CC=C1)Br)Br)(F)F